(S)-(2-(6-(2-(ethyl-d5)-5-fluoro-4-hydroxyphenyl)-1H-indazol-3-yl)-4,6-dihydropyrrolo[3,4-d]imidazol-5(1H)-yl)(3-hydroxypyrrolidin-1-yl)methanone C(C([2H])([2H])[2H])(C1=C(C=C(C(=C1)O)F)C1=CC=C2C(=NNC2=C1)C1=NC2=C(N1)CN(C2)C(=O)N2C[C@H](CC2)O)([2H])[2H]